3,4',5-tris(α-hydroxyisopropyl)biphenyl OC(C)(C)C=1C=C(C=C(C1)C(C)(C)O)C1=CC=C(C=C1)C(C)(C)O